FC(S(=O)(=O)N[C@@H]1[C@@H](N(CC12CC2)C(=O)[C@@H]2OCCC2)CC=2C(=C(C=CC2)C2=CC(=CC(=C2)F)F)F)F 1,1-difluoro-N-((6S,7S)-5-((R)-tetrahydrofuran-2-carbonyl)-6-((2,3',5'-trifluoro-[1,1'-biphenyl]-3-yl)methyl)-5-azaspiro[2.4]heptan-7-yl)methanesulfonamide